(S)-2-(1-(cyclopropylsulfonyl)-1H-pyrazol-4-yl)-N-(4-(3-((dimethylamino)methyl)piperidin-1-yl)-5-((1-methyl-1H-pyrazol-4-yl)ethynyl)pyridin-2-yl)pyrimidin-4-amine C1(CC1)S(=O)(=O)N1N=CC(=C1)C1=NC=CC(=N1)NC1=NC=C(C(=C1)N1C[C@@H](CCC1)CN(C)C)C#CC=1C=NN(C1)C